tert-butyl ((tert-butyldimethylsilyl)oxy)carbamate [Si](C)(C)(C(C)(C)C)ONC(OC(C)(C)C)=O